C(CCC)C1=CC(=NN1)N1CCN(CC1)C(=O)OC(C)(C)C tert-butyl 4-(5-butyl-1H-pyrazol-3-yl)piperazine-1-carboxylate